2-(2-naphthylvinyl)-1,3-dioxan C1=C(C=CC2=CC=CC=C12)C=CC1OCCCO1